C(C)(C)(C)OC(=O)N1[C@@H](CCC1)C=1N=NN(C1)C1=C(C=CC(=C1)NC1=NC(=CC(=N1)C)NC)OC (2S)-2-[1-(2-methoxy-5-[[4-methyl-6-(methylamino)pyrimidin-2-yl]amino]phenyl)-1H-1,2,3-triazol-4-yl]pyrrolidine-1-carboxylic acid tert-butyl ester